ClC(C#N)(CCl)CCl 2,3-dichloro-2-(chloromethyl)propionitrile